C(C)C1=NC(=NO1)C=1C=C2CC[C@H](C2=CC1)NC(OC1CCC1)=O cyclobutyl (R)-(5-(5-ethyl-1,2,4-oxadiazol-3-yl)-2,3-dihydro-1H-inden-1-yl)carbamate